C1=CC=CC=2C3=CC=CC=C3N(C12)CCCCOC1=C2C=C3C=CC(=CC3=CC2=CC2=CC=CC=C12)C#N 6-(4-(9H-carbazol-9-yl)butoxy)-2-naphthacenenitrile